Ethyl-Benzyl Isocyanate C(C)C(C1=CC=CC=C1)N=C=O